5-(furan-3-yl)-2-methyl-N-(3-(4'-(trifluoromethoxy)-[1,1'-biphenyl]-4-yl)propyl)thiazolo[5,4-d]pyrimidin-7-amine O1C=C(C=C1)C=1N=C(C2=C(N1)SC(=N2)C)NCCCC2=CC=C(C=C2)C2=CC=C(C=C2)OC(F)(F)F